5-{4-[(4-chloro-7-methyl-6-oxo-5H-1,5-naphthyridin-3-yl)methyl]piperazin-1-yl}-N-cyclopropyl-6-fluoropyridine-2-carboxamide ClC1=C(C=NC=2C=C(C(NC12)=O)C)CN1CCN(CC1)C=1C=CC(=NC1F)C(=O)NC1CC1